2-[1-(4-[[(2-Chloro-5-nitropyrimidin-4-yl)amino]methyl]phenyl)-5-cyclopropylpyrazol-3-yl]propan-2-ol ClC1=NC=C(C(=N1)NCC1=CC=C(C=C1)N1N=C(C=C1C1CC1)C(C)(C)O)[N+](=O)[O-]